C(C)C1=C(C=2C(=CN=CC2)N1CCOC)C(=O)C1=CC=C(C=C1)O (2-ethyl-1-(2-methoxyethyl)-1H-pyrrolo[2,3-c]pyridin-3-yl)(4-hydroxyphenyl)methanone